5-(2-chloro-4-fluoro-5-methoxyphenyl)-3-((phenoxycarbonyl)amino)thiophene-2-carboxylic acid methyl ester COC(=O)C=1SC(=CC1NC(=O)OC1=CC=CC=C1)C1=C(C=C(C(=C1)OC)F)Cl